FC(C=1C=CC=2N(N1)C(=CN2)C2=CC(=NC=N2)N2CCOC1(CNC1)C2)F 8-[6-[6-(difluoromethyl)imidazo[1,2-b]pyridazin-3-yl]pyrimidin-4-yl]-5-oxa-2,8-diazaspiro[3.5]nonane